C(C)C1=CC=2C(N(CC(C2S1)C)CC(=O)OCC)=O ethyl 2-(2-ethyl-7-methyl-4-oxo-6,7-dihydrothieno[3,2-c]pyridin-5-yl)acetate